OC(COC(C)C)C 2-(2-hydroxy-propoxy)-propan